((3-iodobicyclo[1.1.1]pent-1-yl)sulfonyl)-2,3-dihydrobenzofuran IC12CC(C1)(C2)S(=O)(=O)C2OC1=C(C2)C=CC=C1